7-(5-((8-oxa-2-azaspiro[4.5]decan-2-yl)sulfonyl)-2-methylphenyl)imidazo[2,1-f][1,2,4]triazin-4-amine C1N(CCC12CCOCC2)S(=O)(=O)C=2C=CC(=C(C2)C2=CN=C1C(=NC=NN12)N)C